COC1=C(N=CN(C1=O)C)C(=O)NC=1C=NOC1 5-methoxy-1-methyl-N-(1,2-oxazol-4-yl)-6-oxopyrimidine-4-carboxamide